methyl 4-({6-cyanoimidazo[1,2-a]pyrazin-8-yl}methyl)-3-fluorobenzoate C(#N)C=1N=C(C=2N(C1)C=CN2)CC2=C(C=C(C(=O)OC)C=C2)F